COC1=CC=C(C=N1)NC(OC[C@@H]1OC2=C(C3=C(N=C(S3)C3=C4N=CC(=NC4=CC(=C3)C)OC)C(=C2)Cl)OC1)=O (R)-(4-chloro-2-(2-methoxy-7-methylquinoxalin-5-yl)-7,8-dihydro-[1,4]dioxino[2',3':3,4]benzo[1,2-d]thiazol-7-yl)methyl (6-methoxypyridin-3-yl)carbamate